C[C@@H]1[C@H](C1)C=O |r| [rac-(1S,2S)-2-methylcyclopropyl]methanone